C(C1=CC=CC=C1)N(C1=NC=2N(C(=C1)C=1C=NNC1)N=C(C2)C(=O)NC2=CC(=CC=C2)C#N)C 5-(benzyl(methyl)amino)-N-(3-cyanophenyl)-7-(1H-pyrazol-4-yl)pyrazolo[1,5-a]pyrimidine-2-carboxamide